FC1=C2C(C(N(C2=C(C=C1C(F)(F)F)F)CC(=O)N[C@@H]([C@H](CC(=O)OC(C)(C)C)C)C)=O)(C)C tert-butyl (3S,4R)-4-(2-(4,7-difluoro-3,3-dimethyl-2-oxo-5-(trifluoromethyl)indolin-1-yl)acetamido)-3-methylpentanoate